O[C@@H]1C=2N(CC[C@@H]1[C@H]1N3C(C4=CC=CC=C14)=CN=C3)N=CC2C#N (4s,5R)-4-hydroxy-5-((R)-5H-imidazo[5,1-a]isoindol-5-yl)-4,5,6,7-tetrahydropyrazolo[1,5-a]pyridine-3-carbonitrile